C(C)OCN1C(NC2C1NC(N2COCC)=O)=O 1,4-diethoxymethyl-tetrahydro-imidazo[4,5-d]imidazole-2,5-dione